C(C)(=O)C1=NN(C(=C1C)NC(=O)NC1CC(C1)(F)F)C 1-(3-acetyl-1,4-dimethyl-1H-pyrazol-5-yl)-3-(3,3-difluorocyclobutyl)urea